tris(aminopropane-yl)benzene NCCCC=1C(=C(C=CC1)CCCN)CCCN